CC(CON1N(NN=C1C)C1OCCCC1)=C (2-methylallyl)oxy(methyl)-2-(tetrahydro-2H-pyran-2-yl)-2H-tetrazole